2-[2-(dimethylamino)-3-methoxy-phenyl]acetic acid CN(C1=C(C=CC=C1OC)CC(=O)O)C